(-)-(6S,6aR,9R,10aR)-5,6,6a,7,8,9,10,10a-octahydro-6-methyl-3-[(R)-1-meth-yl-4-phenylbutoxy]-1,9-phenanthridinediol 1-acetate C(C)(=O)OC1=CC(=CC=2N[C@H]([C@@H]3CC[C@H](C[C@H]3C12)O)C)O[C@@H](CCCC1=CC=CC=C1)C